[Cr]C(CCCCCCCCCC)C1=C(C=CC=C1)S(=O)(=O)O chromadodecyl-benzenesulfonic acid